4-[2-methyl-1-(1-methylethyl)1H-imidazol-5-yl]-N-[4-(methylsulfonyl)phenyl]-2-pyrimidinamine CC=1N(C(=CN1)C1=NC(=NC=C1)NC1=CC=C(C=C1)S(=O)(=O)C)C(C)C